C(CCC(C)C(=O)O)C(=O)O 1,4-Pentanedicarboxylic acid